ethyl 3-(1-(3-chlorophenyl)-5-(piperidine-1-carbonyl)-1H-benzo[d]imidazol-2-yl)propanoate ClC=1C=C(C=CC1)N1C(=NC2=C1C=CC(=C2)C(=O)N2CCCCC2)CCC(=O)OCC